N-(2-Methyl-3,4-dihydro-1H-isoquinolin-7-yl)-2-[4-([1,2,4]triazolo[1,5-a]pyridin-7-yl)phenyl]acetamide CN1CC2=CC(=CC=C2CC1)NC(CC1=CC=C(C=C1)C1=CC=2N(C=C1)N=CN2)=O